COC1=CC=C(C=C1)CN1N=C(C=C1)N(C(OC(C)(C)C)=O)C tert-butyl N-{1-[(4-methoxyphenyl) methyl]-1H-pyrazol-3-yl}-N-methylcarbamate